4-benzyloxy-2-[4-(3,4-difluoro-2-methyl-phenoxy)-6-(trifluoromethyl)-3-pyridinyl]-6-methyl-pyridine C(C1=CC=CC=C1)OC1=CC(=NC(=C1)C)C=1C=NC(=CC1OC1=C(C(=C(C=C1)F)F)C)C(F)(F)F